6-bromo-2-((S)-1-((S)-4,6-dimethyl-1,4-diazepan-1-yl)butyl)-3-ethylquinazolin-4(3H)-one BrC=1C=C2C(N(C(=NC2=CC1)[C@H](CCC)N1CCN(C[C@@H](C1)C)C)CC)=O